4-(3-fluorobenzyl)-N-((S)-7-(((1S,4r)-4-hydroxycyclohexyl)oxy)-5-methyl-4-oxo-2,3,4,5-tetrahydrobenzo[b][1,4]oxazepin-3-yl)-1H-pyrazole-1-carboxamide FC=1C=C(CC=2C=NN(C2)C(=O)N[C@@H]2C(N(C3=C(OC2)C=CC(=C3)OC3CCC(CC3)O)C)=O)C=CC1